BrC1=C(C(=CC(=C1)C(C(F)(F)F)(C(F)(F)F)F)C(F)(F)F)NC(C1=C(C(=CC=C1)N(C(=O)C=1C=NC(=CC1)F)OC(=O)C1CC1)F)=O N-(2-bromo-4-(perfluoropropan-2-yl)-6-(trifluoromethyl)phenyl)-2-fluoro-3-(((cyclopropanecarbonyl)oxy)(6-fluoropyridine-3-carbonyl)amino)benzamide